[IH2+].C(CCCCC)N1CC=CC2=CC=CC=C12 1-hexylquinoline iodonium salt